Methyl 2-((S)-2-(4-methoxy-1H-indole-2-carboxamido)-4-methylpentanamido)-3-(2-oxo-1-azaspiro[4.5]decan-3-yl)propanoate COC1=C2C=C(NC2=CC=C1)C(=O)N[C@H](C(=O)NC(C(=O)OC)CC1C(NC2(C1)CCCCC2)=O)CC(C)C